4-(o-nitrophenyl)-5-ethoxycarbonyl-6-methyl-3,4-dihydropyrimidin-2(1H)-one [N+](=O)([O-])C1=C(C=CC=C1)C1NC(NC(=C1C(=O)OCC)C)=O